(S)-2-vinyl ethylene oxide C(=C)[C@H]1CO1